3-(5-bromo-2-methoxyphenyl)-5-(piperazine-1-ylmethyl)isoxazole BrC=1C=CC(=C(C1)C1=NOC(=C1)CN1CCNCC1)OC